COC1=CC=C(C=CC2=NC(=NC(=N2)C(Cl)(Cl)Cl)C(Cl)(Cl)Cl)C=C1 2-(p-methoxystyryl)-4,6-bis(trichloromethyl)s-triazine